cis-6-((4-chloro-3-(4-methyloxazol-2-yl)phenyl)carbamoyl)-3-methyl-6-azabicyclo[3.1.1]heptane-1-carboxylic acid ClC1=C(C=C(C=C1)NC(=O)N1C2CC(CC1(C2)C(=O)O)C)C=2OC=C(N2)C